N1=CN=C2C=NNC2=C1 8-aza-9-deaza-purine